N-(p-fluorophenyl)butanamide FC1=CC=C(C=C1)NC(CCC)=O